FC(C=1C=C(C=NC1)C=1CCN(CC1)C(=O)OC(C)(C)C)(F)F tert-Butyl 5-(trifluoromethyl)-3',6'-dihydro-[3,4'-bipyridine]-1'(2'H)-carboxylate